CC1=CC=CC(=N1)C1=NC=CC(=N1)NC1=NC(=NC=C1)NC1=CC=C(C=C1)N1CCC(CC1)C(=O)OC1CNCC1 pyrrolidin-3-yl 1-[4-[[4-[[2-(6-methyl-2-pyridyl)pyrimidin-4-yl]amino]pyrimidin-2-yl]amino]phenyl]piperidine-4-carboxylate